C(C)(C)(C)OC(=O)NC/C=C(\C(=O)OCC)/F Ethyl (2E)-4-{[(tert-butoxy)carbonyl]amino}-2-fluorobut-2-enoate